3-(6-phenylpyridin-2-yl)-2,4,5,6-tetrakis(5H-pyrido[4,3-b]indol-5-yl)benzonitrile C1(=CC=CC=C1)C1=CC=CC(=N1)C=1C(=C(C#N)C(=C(C1N1C2=C(C=3C=CC=CC13)C=NC=C2)N2C1=C(C=3C=CC=CC23)C=NC=C1)N1C2=C(C=3C=CC=CC13)C=NC=C2)N2C1=C(C=3C=CC=CC23)C=NC=C1